C12CNCC2C1NC(=O)N1CCN(CC1)C(C1=C(C=C(C=C1)NC(=O)C=1N(C(=CN1)C=1C(=NN(C1)CC#N)C(F)(F)F)C)CC)=O N-(3-azabicyclo[3.1.0]hexan-6-yl)-4-[4-[[5-[1-(cyanomethyl)-3-(trifluoromethyl)pyrazol-4-yl]-1-methylimidazole-2-carbonyl]amino]-2-ethylbenzoyl]piperazine-1-carboxamide